NC=1C=2N(C=CN1)C(=NC2C2=C(C=C(C=C2)[C@@](C)(C2=CC(=CC=C2)C(F)(F)F)O)OC)[C@H]2CN1C(CC[C@@H]1CC2)=O (6R,8aS)-6-[8-Amino-1-(4-{(1R)-1-hydroxy-1-[3-(trifluoromethyl)phenyl]ethyl}-2-methoxyphenyl)-imidazo[1,5-a]pyrazin-3-yl]hexahydroindolizin-3(2H)-on